ethyl-dimethyl-amine acetate C(C)(=O)O.C(C)N(C)C